3-(2,3-Dihydrobenzofuran-5-yl)-3-(4-hydroxyphenyl)-7-trifluoromethylindolin-2-one O1CCC2=C1C=CC(=C2)C2(C(NC1=C(C=CC=C21)C(F)(F)F)=O)C2=CC=C(C=C2)O